CC=1NC2=CC=C(C=C2C(C1)=O)C(=O)OC Methyl 2-methyl-4-oxo-1,4-dihydroquinoline-6-carboxylate